(1r,3r)-3-methoxycyclobutane-1-sulfonyl chloride COC1CC(C1)S(=O)(=O)Cl